N-(2,4-difluoro-3-(5-(4-(4-formylpiperidin-1-yl)phenyl)-1H-pyrrolo[2,3-b]pyridine-3-carbonyl)phenyl)-2-methylpropane-1-sulfonamide FC1=C(C=CC(=C1C(=O)C1=CNC2=NC=C(C=C21)C2=CC=C(C=C2)N2CCC(CC2)C=O)F)NS(=O)(=O)CC(C)C